(5-((3-imino-3-(phenethylamino)propyl)carbamoyl)-1-methyl-1H-pyrrol-3-yl)nicotinamide N=C(CCNC(=O)C1=CC(=CN1C)C1=C(C(=O)N)C=CC=N1)NCCC1=CC=CC=C1